ethyl 6-[(5-chloro-1,2,4-triazol-1-yl)methyl]-2-(3,4-dichlorophenyl)-1-ethyl-4-oxo-pyridine-3-carboxylate ClC1=NC=NN1CC1=CC(C(=C(N1CC)C1=CC(=C(C=C1)Cl)Cl)C(=O)OCC)=O